bis(4-Fluorobutyl) ether FCCCCOCCCCF